benzyl (2R,3S,4S)-3,4-bis(benzyloxy)-2-{[6-(1,3-oxazol-5-yl)pyridin-3-yl]methyl}pyrrolidine-1-carboxylate C(C1=CC=CC=C1)O[C@H]1[C@H](N(C[C@@H]1OCC1=CC=CC=C1)C(=O)OCC1=CC=CC=C1)CC=1C=NC(=CC1)C1=CN=CO1